C[C@H]1N(CCN(C1)C)C(=O)OC=1C=C2C(=NC=NC2=CC1OC)C=1C(=NN(C1)C)C1=CC=CC=C1 7-methoxy-4-(1-methyl-3-phenyl-1H-pyrazol-4-yl)quinazolin-6-yl (R)-2,4-dimethylpiperazine-1-carboxylate